CC1=C2C(=CC=3C=4C=C(C=CC4N(C13)C)C(=O)NC[C@H](C)NC(OC(C)(C)C)=O)C=NC=C2 tert-butyl N-[(1S)-2-[(5,6-dimethylpyrido[4,3-b]carbazole-9-carbonyl) amino]-1-methyl-ethyl]carbamate